C1(=CC=CC=C1)P(C(C)(C)C)C1=CC=CC=C1 diphenyl-tertiary butyl-phosphine